OC1=CC=C2C(C=C(OC2=C1)C(F)(F)F)=O 7-hydroxy-2-(trifluoromethyl)-4H-chromen-4-one